COC1=NC=CC(=C1)CNC(=O)C1CCN(CC1)[C@H](C)C1=CC=CC2=CC=CC=C12 |r| (±)-N-((2-Methoxypyridin-4-yl)methyl)-1-(1-(naphthalen-1-yl)ethyl)piperidine-4-carboxamide